ClC=1SC(=CN1)CN1C=CC=C2C1=NC(N(C2=O)C2(CC2)C#N)=O 1-(8-((2-chlorothiazol-5-yl)methyl)-2,4-dioxo-4,8-dihydropyrido[2,3-d]pyrimidin-3(2H)-yl)cyclopropane-1-carbonitrile